S1N=CC2=C1C=C(C=C2)NC=2C1=C(N=CN2)C=CC(=N1)N1CC(C1)NC(C=C)=O N-(1-(4-(benzo[d]isothiazol-6-ylamino)pyrido[3,2-d]pyrimidin-6-yl)azetidin-3-yl)acrylamide